thiophene-2,5-diformaldehyde S1C(=CC=C1C=O)C=O